FC(C(=O)O)(F)F.FC(S(=O)(=O)OC1=NC(=C(C2=C1CNC2C)C)C)(F)F 1,6,7-trimethyl-2,3-dihydro-1H-pyrrolo[3,4-c]pyridin-4-yl trifluoromethanesulfonate, trifluoroacetate salt